FC1(CC(C1)N(CC[C@@H](C(=O)O)NC1=NC=C(C=N1)C(F)(F)F)CCCCC1=NC=2NCCCC2C=C1)F (S)-4-((3,3-difluorocyclobutyl)(4-(5,6,7,8-tetrahydro-1,8-naphthyridin-2-yl)butyl)amino)-2-((5-(trifluoromethyl)pyrimidin-2-yl)amino)butanoic acid